4-[(2-fluoro-6-methylphenyl)amino]-2-{[2-(2-hydroxy-2-methylpropyl)-6-methoxy-1,2,3,4-tetrahydroisoquinolin-7-yl]amino}pyrimidine-5-carboxamide FC1=C(C(=CC=C1)C)NC1=NC(=NC=C1C(=O)N)NC1=C(C=C2CCN(CC2=C1)CC(C)(C)O)OC